4-(4-chloro-2-fluorophenyl)-3-(3-chlorophenyl)-1-(3-fluoropropyl)-5-neopentylpyrrolidine-2-carboxylic acid ClC1=CC(=C(C=C1)C1C(C(N(C1CC(C)(C)C)CCCF)C(=O)O)C1=CC(=CC=C1)Cl)F